ClC1=C(C=C2C=C(N=CC2=C1)NC(=O)[C@H]1[C@@H](C1)C1=NC=CC=C1)C1CCN(CC1)[C@]1(COC[C@H]1O)C (1R,2R)-N-(7-chloro-6-(1-((3S,4S)-4-hydroxy-3-methyltetrahydrofuran-3-yl)piperidin-4-yl)isoquinolin-3-yl)-2-(pyridin-2-yl)cyclopropane-1-carboxamide